FC1(CN(CC[C@H]1NC1=NN2C(C(=N1)OC)=C(C=C2)C=2C=CC1=C(N(N=N1)[C@@H](CF)C)C2)C([2H])([2H])[2H])F N-((R)-3,3-difluoro-1-(methyl-d3)piperidin-4-yl)-5-(1-((R)-1-fluoropropan-2-yl)-1H-benzo[d][1,2,3]triazol-6-yl)-4-methoxypyrrolo[2,1-f][1,2,4]triazin-2-amine